3-(2-(Dimethylamino)naphthalen-1-yl)-[1,1'-biphenyl]-4-yl trifluoromethanesulfonate FC(S(=O)(=O)OC1=C(C=C(C=C1)C1=CC=CC=C1)C1=C(C=CC2=CC=CC=C12)N(C)C)(F)F